3a-hydroxy-1H,2H,3H,3aH,4H-pyrrolo[2,3-b]1,7-naphthyridin-4-one OC12C(=NC3=CN=CC=C3C1=O)NCC2